4-(1-(1-(2-cyanoethyl)piperidin-4-yl)-5-(3,5-dimethylisoxazol-4-yl)-1H-pyrrolo[2,3-b]pyridin-3-yl)-5-ethoxy-2-fluorobenzoic acid C(#N)CCN1CCC(CC1)N1C=C(C=2C1=NC=C(C2)C=2C(=NOC2C)C)C2=CC(=C(C(=O)O)C=C2OCC)F